C1(=CC=CC=C1)C1=CC=CC=2C3=CC=CC=C3C3(C12)C1=CC=CC=C1CC=1C=CC=CC13 phenyl-10H-spiro[anthracene-9,9'-fluorene]